ferrocenyl methacrylate C(C(=C)C)(=O)O[C-]1C=CC=C1.[CH-]1C=CC=C1.[Fe+2]